ethyl-pyridine-3-carboxamide C(C)C1=NC=CC=C1C(=O)N